ClC1=C(C=C(C=C1)Cl)CC(=O)N 2-(2,5-dichlorophenyl)acetamide